tert-butyl (R)-3-((R)-hydroxy(5-(2-methoxy-4-(trifluoromethyl)phenyl)-4-methylfuran-2-yl)methyl)piperidine-1-carboxylate O[C@H]([C@H]1CN(CCC1)C(=O)OC(C)(C)C)C=1OC(=C(C1)C)C1=C(C=C(C=C1)C(F)(F)F)OC